FC(C=1C=CC=2N(N1)C(=CN2)C2=CC(=NC=N2)N2CC1(CC1C2)CNS(=O)(=O)C)F N-((3-(6-(6-(difluoromethyl)imidazo[1,2-b]pyridazin-3-yl)pyrimidin-4-yl)-3-azabicyclo[3.1.0]hexane-1-yl)methyl)methanesulfonamide